N-(2-((5-chloro-2-((3-(4-methylpiperazin-1-yl)quinoxalin-6-yl)amino)pyrimidin-4-yl)amino)phenyl)methylsulfonamide ClC=1C(=NC(=NC1)NC=1C=C2N=C(C=NC2=CC1)N1CCN(CC1)C)NC1=C(C=CC=C1)CNS(=O)=O